N-[3-(azepan-1-yl)-4-(2,4-dimethylpiperazine-1-carbonyl)phenyl]cyclopropanecarboxamide N1(CCCCCC1)C=1C=C(C=CC1C(=O)N1C(CN(CC1)C)C)NC(=O)C1CC1